FC=1C(=C(N[C@H](C)C=2C=C(C=C3C(N(C(=NC23)N2CCOCC2)C)=O)C)C=CC1F)S(=O)(=O)C 8-[(1R)-1-(3,4-difluoro-2-methylsulfonyl-anilino)ethyl]-3,6-dimethyl-2-morpholino-quinazolin-4-one